5-(2,3,4-trimethoxyphenyl)-1,3-cyclohexanedione COC1=C(C=CC(=C1OC)OC)C1CC(CC(C1)=O)=O